N-(1-(5-chloro-7-fluoro-6-(3-methoxy-1-naphthalenyl)-2,1-benzothiazol-3-yl)-3-azetidinyl)-2-propenamide ClC=1C(=C(C=2C(=C(SN2)N2CC(C2)NC(C=C)=O)C1)F)C1=CC(=CC2=CC=CC=C12)OC